7-(difluoromethyl)-6-(1-methyl-1H-pyrazol-4-yl)-3,4-dihydroquinolin FC(C1=C(C=C2CCC=NC2=C1)C=1C=NN(C1)C)F